N-[(2-Amino-3-pyridyl)sulfonyl]-6-(2,3-difluoro-4-methoxyphenyl)-2-[(4S)-2,2,4-trimethylpyrrolidin-1-yl]pyridin-3-carboxamid NC1=NC=CC=C1S(=O)(=O)NC(=O)C=1C(=NC(=CC1)C1=C(C(=C(C=C1)OC)F)F)N1C(C[C@@H](C1)C)(C)C